6-(cyclobutoxy)-N-(1-cyclopropyl-2-oxo-3-pyridyl)-2-[(1S,4S)-1-methyl-2-oxabicyclo[2.2.1]heptan-4-yl]indazole-5-carboxamide C1(CCC1)OC=1C(=CC2=CN(N=C2C1)[C@@]12CO[C@@](CC1)(C2)C)C(=O)NC=2C(N(C=CC2)C2CC2)=O